N1CCC(CC1)C1=NOC(=C1)N 3-(4-piperidyl)isoxazol-5-amine